O1C(C=CC2=CC=CC=C12)C(N)=S Chromene-2-thioamide